4-diisopropylamino-1-butene C(C)(C)N(CCC=C)C(C)C